C(C)OC([C@H](CC(=O)C=1SC2=C(C1)C(=C(C(=C2)OC)OCCCBr)F)C)=O (2S)-4-[5-(3-bromopropyloxy)-4-fluoro-6-methoxy-benzothien-2-yl]-2-methyl-4-oxobutanoic acid ethyl ester